potassium iodide beryllium nitrate [N+](=O)([O-])[O-].[Be+2].[I-].[K+]